6-(difluoromethyl)-N-{6-(2-hydroxypropan-2-yl)-2-[2-(methylsulfonyl)ethyl]-2H-indazol-5-yl}pyridine-2-carboxamide FC(C1=CC=CC(=N1)C(=O)NC1=CC2=CN(N=C2C=C1C(C)(C)O)CCS(=O)(=O)C)F